N1N=CC=2C1=NC=NC2N[C@H](C(=O)O)CCN(CCCCC2=NC=1NCCCC1C=C2)CCS(=O)(=O)C (S)-2-((1H-pyrazolo[3,4-d]pyrimidin-4-yl)amino)-4-((2-(methylsulfonyl)ethyl)(4-(5,6,7,8-tetrahydro-1,8-naphthyridin-2-yl)butyl)amino)butanoic acid